lyxonate O=C([C@@H](O)[C@@H](O)[C@H](O)CO)[O-]